methyl 7-(1-(adamantan-1-ylmethyl)-5-methyl-1H-pyrazol-4-yl)-3-(6-amino-5-(trifluoromethyl)pyridin-3-yl)imidazo[1,2-a]pyridine-8-carboxylate C12(CC3CC(CC(C1)C3)C2)CN2N=CC(=C2C)C2=C(C=3N(C=C2)C(=CN3)C=3C=NC(=C(C3)C(F)(F)F)N)C(=O)OC